3-fluoro-4-(4-fluorophenyl)-2-phenyl-5,6-dihydrobenzo[h]quinoline FC=1C(=NC=2C3=C(CCC2C1C1=CC=C(C=C1)F)C=CC=C3)C3=CC=CC=C3